2-bromo-4-phenyl-6,7-dihydro-4H-pyrazolo[5,1-c][1,4]oxazine BrC1=NN2C(C(OCC2)C2=CC=CC=C2)=C1